6-(2,2'-dichloro-3'-(pyrido[3,4-b]pyrazin-5-ylamino)-[1,1'-biphenyl]-3-yl)-2-methoxynicotinaldehyde ClC1=C(C=CC=C1C1=NC(=C(C=O)C=C1)OC)C1=C(C(=CC=C1)NC1=NC=CC=2C1=NC=CN2)Cl